18-((2,5-dioxopyrrolidin-1-yl)oxy)-18-oxooctadecanoic acid O=C1N(C(CC1)=O)OC(CCCCCCCCCCCCCCCCC(=O)O)=O